C12CN(CC2C1)C1=NC=C(C=N1)CN1N=CC=C1C(=O)OCC ethyl 1-((2-(3-azabicyclo[3.1.0]hexan-3-yl)pyrimidin-5-yl)methyl)-1H-pyrazole-5-carboxylate